BrC=1C=2N=C3C(=NC2C=C(C1)F)C1=CC=CC=C1C3 9-bromo-7-fluoro-11H-indeno[1,2-b]quinoxaline